3-fluoro-1H-pyrazin-5-amine FC=1CNC=C(N1)N